4-([1,1'-biphenyl]-4-yl)-6-(2-bromo-4-chlorophenyl)-2-phenylpyrimidine C1(=CC=C(C=C1)C1=NC(=NC(=C1)C1=C(C=C(C=C1)Cl)Br)C1=CC=CC=C1)C1=CC=CC=C1